Cl.ClC(C=NC1=CC=CC=C1)=CNC1=CC=CC=C1 N-[2-chloro-3-(phenylamino)-2-propenylidene]-benzenamine monohydrochloride